FC1([C@@H]([C@@H]1C1=CC=C(C=C1)C(F)(F)F)C(=O)N1CCN(CC1)C1=C(C=CC(=C1)C(F)(F)F)C)F |r| racemic-cis-((1SR,3RS)-2,2-difluoro-3-(4-(trifluoromethyl)phenyl)cyclopropyl)(4-(2-methyl-5-(trifluoromethyl)phenyl)piperazin-1-yl)methanone